4-(((2S)-1-((2-methyl-5-(2-(piperidin-3-yl)ethoxy)benzyl)amino)-1-oxopropan-2-yl)amino)-4-oxobutanoic acid CC1=C(CNC([C@H](C)NC(CCC(=O)O)=O)=O)C=C(C=C1)OCCC1CNCCC1